C(C)(C)(C)OC(=O)N1[C@H](CN(CC1)C1=NC(=NC(=C1[N+](=O)[O-])CC1(CCCC2=CC(=CC=C12)C)C(=O)OC)Cl)CC#N (2S)-4-(2-chloro-6-((1-(methoxycarbonyl)-6-methyl-1,2,3,4-tetrahydronaphthalen-1-yl)methyl)-5-nitropyrimidin-4-yl)-2-(cyanomethyl)piperazine-1-carboxylic acid tert-butyl ester